tris(ethoxy)-2-propoxysilyl ether C(C)OC(C(C)O[SiH2]O[SiH2]OC(C)C(OCC)(OCC)OCC)(OCC)OCC